Methoxyethoxyethylmorpholine COCCOCCN1CCOCC1